N-(3-(4-bromo-3-fluoro-1H-pyrazol-1-yl)phenyl)-N-ethylacrylamide BrC=1C(=NN(C1)C=1C=C(C=CC1)N(C(C=C)=O)CC)F